ClC=1C(=NC(=NC1)NC1=CC(=C(C=C1)N=S(=O)(C)C)F)N1C=CC2=C(C(=CC=C12)NC(C=C)=O)C N-[1-[5-Chloro-2-[4-[[dimethyl(oxo)-λ6-sulfanylidene]amino]-3-fluoro-anilino]pyrimidin-4-yl]-4-methyl-indol-5-yl]prop-2-enamide